N-(tert-butoxycarbonyl)-1,8-octanediamine C(C)(C)(C)OC(=O)NCCCCCCCCN